1-Isopropyl-5-(2-(piperidin-4-yl)-1H-pyrrolo[2,3-b]pyridin-4-yl)pyridin-2(1H)-one C(C)(C)N1C(C=CC(=C1)C1=C2C(=NC=C1)NC(=C2)C2CCNCC2)=O